Cl.Cl.N[C@H](C(=O)N[C@H](C(=O)NC)[C@H](CC)C)CCCNC=1NCCN1 (2S,3S)-2-[(2S)-2-amino-5-[(4,5-dihydro-1H-imidazol-2-yl)amino]pentanamido]-N,3-dimethylpentanamide dihydrochloride